N1=C(C=CC=C1C=1C=C(C=CC1)C1=C2C=CC3=C(C2=NC=2C4=C(C=CC12)C=CC=C4)C=CC=C3)C3=NC=CC=C3 7-(3-([2,2'-bipyridin]-6-yl)phenyl)dibenzo[c,h]acridine